C(CCC)C=1C(CCC1)=O butylcyclopent-2-en-1-one